[(triphenylmethoxy)methyl]cyclopentan-1-ol C1(=CC=CC=C1)C(OCC1(CCCC1)O)(C1=CC=CC=C1)C1=CC=CC=C1